tert-butyl (S)-(l-1-(4-fluorophenyl)-6,8-dioxo-10-(trifluoromethyl)-3,4,7,8-tetrahydro-2H,6H-[1,4]thiazepino[2,3,4-ij]quinazolin-3-yl)carbamate FC1=CC=C(C=C1)S1C[C@H](CN2C(NC(C3=CC(=CC1=C23)C(F)(F)F)=O)=O)NC(OC(C)(C)C)=O